N-(cyclohexanesulfonyl)-4-[{1S,4S,5R}-5-[[5-cyclopropyl-3-(2,6-dichlorophenyl)-1,2-oxazol-4-yl]methoxy]-2-azabicyclo[2.2.1]heptan-2-yl]benzamide C1(CCCCC1)S(=O)(=O)NC(C1=CC=C(C=C1)N1[C@@H]2C[C@H]([C@H](C1)C2)OCC=2C(=NOC2C2CC2)C2=C(C=CC=C2Cl)Cl)=O